C(C)(=O)O[C@@H]1[C@@H]([C@H]([C@@H](SC2=CC(=C(C=C2)C#N)Cl)O[C@@H]1COC(C)=O)OC)N1N=NC(=C1)C1=NN(N=C1)N 3-chloro-4-cyanophenyl 4,6-di-O-acetyl-3-[4-(2-aminotriazol-4-yl)-1H-1,2,3-triazol-1-yl]-3-deoxy-2-O-methyl-1-thio-α-D-galactopyranoside